methyl 2-((2-amino-4-bromo-3-fluorophenyl) amino)-3-fluorobutanoate NC1=C(C=CC(=C1F)Br)NC(C(=O)OC)C(C)F